1-(2-(cyclopropanesulfonamido)pyrimidin-4-yl)-N-(5-(6-ethoxypyrazin-2-yl)pyridin-2-yl)-4-methoxycyclohexane-1-carboxamide C1(CC1)S(=O)(=O)NC1=NC=CC(=N1)C1(CCC(CC1)OC)C(=O)NC1=NC=C(C=C1)C1=NC(=CN=C1)OCC